2-chloro-4-(4-cyano-3-fluorophenyl)pyridine-3-carbonitrile ClC1=NC=CC(=C1C#N)C1=CC(=C(C=C1)C#N)F